C(C)(C)(C)[C@@H]1CC=2C=C3C(=NC2CC1)SC(=N3)C(=O)N[C@H](CCN3CCC(CC3)C(=O)[O-])C3=CC=C(C=C3)C=3C=NC(=C(C3)F)O.[Na+] sodium 1-((R)-3-((S)-7-(tert-butyl)-5,6,7,8-tetrahydrothiazolo[5,4-b]quinoline-2-carboxamido)-3-(4-(5-fluoro-6-hydroxypyridin-3-yl)phenyl)propyl)piperidine-4-carboxylate